3-bromo-4-(4-(methylsulfonyl)phenyl)-1-propyl-1,5-dihydro-2H-pyrrole BrC=1CN(CC1C1=CC=C(C=C1)S(=O)(=O)C)CCC